ClC1=C(C(=CC(=C1)C#N)Cl)NC=1N(C2=NC(=NC=C2N1)N[C@@H]1[C@H](COCC1)C)C1CCC(CC1)C(=O)N (1R,4s)-4-(8-(2,6-dichloro-4-cyanophenylamino)-2-((3R,4S)-3-methyltetrahydro-2H-pyran-4-ylamino)-9H-purin-9-yl)cyclohexanecarboxamide